C(C)(C)(C)OC(NC=1C=NC(=CC1)N1C=CC2=CC(=CC=C12)NC1=CC=C(C=C1)Cl)=O tert-butyl(6-(5-((4-chlorophenyl)amino)-1H-indol-1-yl)pyridin-3-yl)carbamate